N-(4-{[6-(5-chloro-2-fluorophenyl)-3-[(2-hydroxy-ethyl)sulfanyl]pyridazin-4-yl]amino}pyridin-2-yl)-3-[4-(propan-2-yl)piperazin-1-yl]-cyclobutane-1-carboxamide ClC=1C=CC(=C(C1)C1=CC(=C(N=N1)SCCO)NC1=CC(=NC=C1)NC(=O)C1CC(C1)N1CCN(CC1)C(C)C)F